tert-butyl (R)-(1-(5-cyano-6-((3-methylisothiazol-5-yl)amino)pyrazin-2-yl)piperidin-3-yl)carbamate C(#N)C=1N=CC(=NC1NC1=CC(=NS1)C)N1C[C@@H](CCC1)NC(OC(C)(C)C)=O